(1S,3S)-3-cyclopropoxy-N-methylcyclohexan-1-amine hydrochloride Cl.C1(CC1)O[C@@H]1C[C@H](CCC1)NC